C1(=CCCC1)C1=CN(C=2N=CN=C(C21)NCC2=C(C=C(C=C2)OC)OC)[C@@H]2O[C@@H]([C@@H]1[C@H]2OC(O1)(C)C)CO ((3aR,4R,6R,6aR)-6-(5-(cyclopent-1-en-1-yl)-4-((2,4-dimethoxybenzyl)amino)-7H-pyrrolo[2,3-d]pyrimidin-7-yl)-2,2-dimethyltetrahydrofuro[3,4-d][1,3]dioxol-4-yl)methanol